tert-butyl 2-(2-(2-isopropylphenyl)-4-neopentylpiperazin-1-yl)-7-azaspiro[3.5]nonane-7-carboxylate C(C)(C)C1=C(C=CC=C1)C1N(CCN(C1)CC(C)(C)C)C1CC2(C1)CCN(CC2)C(=O)OC(C)(C)C